NC=1C2=C(N(C(N1)=O)CC1=CC=C(C=C1)Cl)C=C(C=N2)Br 4-amino-7-bromo-1-[(4-chlorophenyl)methyl]pyrido[3,2-d]pyrimidin-2-one